N12CC(C(CC1)CC2)NC(=O)C2=CC(=NN2C)C2=NC(=NC=C2)NC2=CC(=CC(=C2)C)C N-(1-azabicyclo[2.2.2]oct-3-yl)-3-{2-[(3,5-dimethylphenyl)amino]pyrimidin-4-yl}-1-methyl-1H-pyrazole-5-carboxamide